tert-butyl ((S)-2-hydroxy-3-(3-(N-methylsulfamoyl)phenoxy)propyl)((S)-1-oxa-8-azaspiro[4.5]decan-3-yl)carbamate O[C@@H](CN(C(OC(C)(C)C)=O)[C@@H]1COC2(C1)CCNCC2)COC2=CC(=CC=C2)S(NC)(=O)=O